N1CCC(CC1)C=1C=CC=2N(C1)N=CC2C#N 6-(piperidin-4-yl)pyrazolo[1,5-a]pyridine-3-carbonitrile